7-fluoro-5-methyl-N-[(1S,2S,3S,5R)-2,6,6-trimethylnorborn-3-yl]-1H-pyrrolo[2,3-c]pyridine-2-carboxamide FC=1N=C(C=C2C1NC(=C2)C(=O)N[C@@H]2[C@H]([C@H]1C(CC2C1)(C)C)C)C